ClC=1C=C(C=C2C(=C(C=NC12)C#N)N[C@H](CC)C1=CC=CC=C1)NC([2H])(C1=C(N=CS1)C)C=1N=NN(C1)C1CC1 8-chloro-6-(((1-cyclopropyl-1H-1,2,3-triazol-4-yl)(4-methylthiazol-5-yl)methyl-d)amino)-4-(((R)-1-phenylpropyl)amino)quinoline-3-carbonitrile